2-(1-adamantyl)isoindol-1-one C12(CC3CC(CC(C1)C3)C2)N2C(C3=CC=CC=C3C2)=O